2,4-difluoro-N-(5-(4-(4-(3-hydroxybenzoyl)piperazin-1-yl)quinazolin-6-yl)-2-methoxypyridin-3-yl)benzenesulfonamide FC1=C(C=CC(=C1)F)S(=O)(=O)NC=1C(=NC=C(C1)C=1C=C2C(=NC=NC2=CC1)N1CCN(CC1)C(C1=CC(=CC=C1)O)=O)OC